FC1=C(C=C(C=C1)C(F)(F)F)COC1=NC(=C(C=C1C#N)C(=O)N1CCC(CC1)C1=NOC(=N1)C)COC 2-[[2-fluoro-5-(trifluoromethyl)phenyl]methoxy]-6-(methoxymethyl)-5-[4-(5-methyl-1,2,4-oxadiazol-3-yl)piperidine-1-carbonyl]pyridine-3-carbonitrile